FC1=NC(=CC(=C1)OCCOC)F 2,6-difluoro-4-(2-methoxyethoxy)pyridine